3-Ethenyl-N-(prop-2-en-1-yl)-1-(2,3,5-tri-O-benzoyl-β-D-ribofuranosyl)-1H-pyrazolo[3,4-d]pyrimidin-4-amine C(=C)C1=NN(C2=NC=NC(=C21)NCC=C)[C@H]2[C@H](OC(C1=CC=CC=C1)=O)[C@H](OC(C1=CC=CC=C1)=O)[C@H](O2)COC(C2=CC=CC=C2)=O